5-(3-aminophenyl)-N-(2,3-dihydro-1H-inden-2-yl)pyrimidin-2-amine NC=1C=C(C=CC1)C=1C=NC(=NC1)NC1CC2=CC=CC=C2C1